vinyl-4-ethyl-1,2,4-triazol-4-ium C(=C)C1=NNC=[N+]1CC